Sodium benzenesulfinate Sodium salt [Na+].C1(=CC=CC=C1)S(=O)[O-].[Na+].C1(=CC=CC=C1)S(=O)[O-]